C(\C=C\C(=O)O)(=O)O.C(C)N(C(C1=C(C=CC(=C1)F)OC1=C(N=CN=N1)N1CC2(CN(C2)[C@@H](C(C)C)CCCNCC(C)(C)OC)CC1)=O)C(C)C (R)-N-Ethyl-5-fluoro-N-isopropyl-2-((5-(2-(6-((2-methoxy-2-methylpropyl)amino)-2-methylhexan-3-yl)-2,6-diazaspiro[3.4]oct-6-yl)-1,2,4-triazin-6-yl)oxy)benzamide fumarate